N-((5-(difluoromethyl)pyridin-2-yl)methyl)cyclopropanamine FC(C=1C=CC(=NC1)CNC1CC1)F